(4aR,8aS)-6-[4-[(R or S)-[3-(2-aminoethoxy)phenyl]-phenyl-methyl]piperidine-1-carbonyl]-4,4a,5,7,8,8a-hexahydropyrido[4,3-b][1,4]oxazin-3-one NCCOC=1C=C(C=CC1)[C@H](C1CCN(CC1)C(=O)N1C[C@@H]2[C@@H](OCC(N2)=O)CC1)C1=CC=CC=C1 |o1:10|